N-[3-chloro-4-[4-[2-(dimethylamino)acetyl]piperazine-1-carbonyl]phenyl]-5-[4-(difluoromethoxy)-3-fluoro-phenyl]-1-methyl-imidazole-2-carboxamide formate C(=O)O.ClC=1C=C(C=CC1C(=O)N1CCN(CC1)C(CN(C)C)=O)NC(=O)C=1N(C(=CN1)C1=CC(=C(C=C1)OC(F)F)F)C